C1=CC=NC(=C1)S(=O)(=O)N Pyridyl-sulfonamide